C(C)(C)(C)OC(=O)N1N=C(C=C1)OC1C(C1)C(F)(F)F 3-(2-(trifluoromethyl)cyclopropoxy)-1H-pyrazole-1-carboxylic acid tert-butyl ester